2-(7-Methoxy-1-methyl-β-carbolin-9-yl)acetic acid COC1=CC=C2C=3C=CN=C(C3N(C2=C1)CC(=O)O)C